Cl.N1(CCC12CCNCC2)C=2SC1=C(N2)SC(=N1)C1=NC=C(C=C1O)C=1C=NNC1 2-[5-(1,7-Diazaspiro[3.5]nonan-1-yl)[1,3]thiazolo[5,4-d][1,3]thiazol-2-yl]-5-(1H-pyrazol-4-yl)pyridin-3-ol Hydrochlorid